cis-2-(4-(cyclopentylamino)phenyl)-1-(2-fluoro-6-methylbenzoyl)-N-(3-fluorophenyl)octahydro-1H-cyclopenta[b]pyridine-3-carboxamide C1(CCCC1)NC1=CC=C(C=C1)C1C(CC2C(N1C(C1=C(C=CC=C1C)F)=O)CCC2)C(=O)NC2=CC(=CC=C2)F